N1=CC=C2N1C=NC=C2 pyrazolo[2,3-c]pyrimidine